2-(4-aminopiperidin-1-yl)-5-(4-methoxyphenyl)-6-oxo-1H-pyrimidin NC1CCN(CC1)C=1NC(C(=CN1)C1=CC=C(C=C1)OC)=O